C(C)S(=O)(=O)C1=NN2C(N=CC=C2OC(C(F)F)(F)F)=C1C1=NC=2C(=NC=C(C2)C(F)(F)F)N1C 2-(2-(ethylsulfonyl)-7-(1,1,2,2-tetrafluoroethoxy)pyrazolo[1,5-a]pyrimidin-3-yl)-3-methyl-6-(trifluoromethyl)-3H-imidazo[4,5-b]pyridine